BrCCC(C)NC(OC(C)(C)C)=O tert-butyl (4-bromobutan-2-yl)carbamate